C(\C=C\C(=O)O)(=O)O.FC1(CCC(CC1)NC(=O)C=1SC(=C(C1)[C@H]1[C@@H](C1)NC1CCOCC1)C)F N-(4,4-difluorocyclohexyl)-5-methyl-4-((1S,2R)-2-(tetrahydro-2H-pyran-4-ylamino)cyclopropyl)thiophene-2-carboxamide Fumarate